(6-oxo-4-piperazin-1-yl-pyridazin-1-yl)piperidine-2,6-dione O=C1C=C(C=NN1N1C(CCCC1=O)=O)N1CCNCC1